r-2-((3,4-diphenoxyphenoxy)methyl)oxirane O(C1=CC=CC=C1)C=1C=C(OC[C@@H]2OC2)C=CC1OC1=CC=CC=C1